C1(=C(C=CC=C1)OC1=C(C(=O)O)C=CC=C1)C 2-(o-tolyloxy)benzoic acid